C(C)(C)(C)OC(=O)NC1=NN2C(N=C(C=C2)NC(=O)C=2C=C3CN(C(C3=C(C2)C(F)(F)F)=O)[C@@H](C)C2CC2)=C1C(=O)O (S)-2-((tert-butoxycarbonyl)amino)-5-(2-(1-cyclopropylethyl)-1-oxo-7-(trifluoromethyl)isoindoline-5-carboxamido)pyrazolo[1,5-a]pyrimidine-3-carboxylic acid